1-(6-Fluoropyridin-3-yl)-5-(trifluoromethyl)-1H-pyrazole-4-carboxylic acid FC1=CC=C(C=N1)N1N=CC(=C1C(F)(F)F)C(=O)O